(S)-4-amino-1-ethylpyrrolidin-2-one N[C@H]1CC(N(C1)CC)=O